CC1=C(C(C[C@@H](C1)O)(C)C)/C=C/C(=C/C=C\\C(=C\\C=O)\\C)/C The molecule is a retinal that is 11-cis-retinal substituted at position 3 on the cyclohexenyl ring by a hydroxy group (the R-enantiomer). It derives from an 11-cis-retinal.